ClC1=NC(=NC(=C1)Cl)\C=C\OCC (E)-4,6-dichloro-2-(2-ethoxyvinyl)pyrimidine